OC1CCC(CC1)NC1=NC=C(C(=N1)NCC(C)C)C#N 2-((1r,4r)-4-hydroxycyclohexylamino)-4-(isobutylamino)pyrimidine-5-carbonitrile